2-(4-((2,4-Dichloroquinazolin-6-yl)amino)-2-methoxyphenyl)-N,N-dimethylacetamide ClC1=NC2=CC=C(C=C2C(=N1)Cl)NC1=CC(=C(C=C1)CC(=O)N(C)C)OC